1-(2-fluoro-3-methylbenzyl)-6-nitro-3,4-dihydroquinolin-2(1H)-one FC1=C(CN2C(CCC3=CC(=CC=C23)[N+](=O)[O-])=O)C=CC=C1C